2-(5-methyl-3-piperazin-1-yl-pyrazol-1-yl)-5-(trifluoromethyl)pyrazine CC1=CC(=NN1C1=NC=C(N=C1)C(F)(F)F)N1CCNCC1